3-methyl-2-butenyl-boronic acid pinacol ester CC(=CCB1OC(C)(C)C(C)(C)O1)C